2-palladacyclohexane C1[Pd]CCCC1